BrC1=CC=C(S1)C(=O)N1C(C2=C(N=C(N=C2)C2=NC=CC=C2)CC1)C (5-bromo-2-thienyl)-[5-methyl-2-(2-pyridyl)-7,8-dihydro-5H-pyrido[4,3-d]pyrimidin-6-yl]methanone